C(CCC)OC(C=C)=O Acrylic acid n-butyl ester